2,3-dimethyl-6-[(2R)-2-(1-methylpyrazol-4-yl)morpholin-4-yl]-8-spiro[2.5]oct-6-en-6-yl-pyrido[3,4-d]pyrimidin-4-one CC=1N(C(C2=C(N1)C(=NC(=C2)N2C[C@H](OCC2)C=2C=NN(C2)C)C=2CCC1(CC1)CC2)=O)C